FC1=C(C[C@H]2N(CCCCC2)C2=CC(=CC(N2)=O)N2CCOCC2)C=CC=C1 (S)-6-(2-(2-fluorobenzyl)azepan-1-yl)-4-morpholinopyridin-2(1H)-one